(3S,7R)-N-[(2,4-difluorophenyl)methyl]-11-hydroxy-7-methyl-9,12-dioxo-4-oxa-1,8-diazatricyclo[8.4.0.03,8]tetradeca-10,13-diene-13-carboxamide FC1=C(C=CC(=C1)F)CNC(=O)C=1C(C(=C2C(N3[C@@H](CCO[C@H]3CN2C1)C)=O)O)=O